BrC1=C(C=C(C=C1)CBr)S(=O)(=O)NC(C)(C)C 2-bromo-5-(bromomethyl)-N-tert-butyl-benzenesulfonamide